FC=1C(=C(C(=O)NCCC2=CNC3=CC=C(C=C23)OC)C=C(C1)F)NC1=CC(=CC=C1)F 3,5-difluoro-2-((3-fluorophenyl)amino)-N-(2-(5-methoxy-1H-indol-3-yl)ethyl)benzamide